C1(=CC=CC2=CC=CC=C12)C(C)N1CCC(CC1)C(=O)O 1-(1-(Naphthalen-1-yl)ethyl)piperidine-4-carboxylic acid